[(3S)-3-(3,5-difluorophenyl)isoxazolidin-2-yl]-[1-[6-(2-methylpyrazol-3-yl)pyrimidin-4-yl]-4-piperidyl]methanone FC=1C=C(C=C(C1)F)[C@H]1N(OCC1)C(=O)C1CCN(CC1)C1=NC=NC(=C1)C=1N(N=CC1)C